N-(3-isopropoxypropyl)imidodisulfuric acid disodium salt [Na+].[Na+].C(C)(C)OCCCN(S(=O)(=O)[O-])S(=O)(=O)[O-]